C(C)(C)(C)OC(=O)N1CCC2(CCC(C2)C2=CC=C(C=C2)C(F)(F)F)CC1 2-(4-(trifluoromethyl)phenyl)-8-azaspiro[4.5]decane-8-carboxylic acid tert-butyl ester